N-(pyridin-2-yl)-2,2-diphenylacetamide N1=C(C=CC=C1)NC(C(C1=CC=CC=C1)C1=CC=CC=C1)=O